1-(2-tert-butylcyclohexyl)oxybutan-2-ol C(C)(C)(C)C1C(CCCC1)OCC(CC)O